C1(CC1)CS(=O)(=O)C=1C=C2CN(C(C2=CC1)OC)C(=O)OC(C)(C)C tert-Butyl 5-((cyclopropylmethyl)sulfonyl)-1-methoxyisoindoline-2-carboxylate